tert-butyl (R)-(3,3-dimethylpiperidin-4-yl)carbamate CC1(CNCC[C@H]1NC(OC(C)(C)C)=O)C